(2S,3R,4S,5R,6R)-3,4,5,6-tetrahydroxyoxane-2-carboxylic acid O[C@H]1[C@H](O[C@H]([C@@H]([C@H]1O)O)O)C(=O)O